3-(3-chloro-5-(trifluoromethyl)pyridin-2-yl)-6-fluoro-benzothiazol-2(3H)-one ClC=1C(=NC=C(C1)C(F)(F)F)N1C(SC2=C1C=CC(=C2)F)=O